3-[(R)-1-Phenylethoxycarbonylamino]-2-(p-bromophenyl)-2H-pyrazole-4-carbonitrile C1(=CC=CC=C1)[C@@H](C)OC(=O)NC=1N(N=CC1C#N)C1=CC=C(C=C1)Br